[Mo].N[C@@H](CC(C)C)C(=O)O leucine molybdenum